8-(4-(t-butyl)phenyl)-6-methyl-1,2,3,5-tetrahydro-s-indacene C(C)(C)(C)C1=CC=C(C=C1)C=1C=2C=C(CC2C=C2CCCC12)C